trans-pentenyl-(3-methyl-butadienyl) ether C(=C\CCC)/OC=CC(=C)C